F[C@H]1C(N(CC[C@H]1N1C=CC2=C1N=NC(=C2)C2=CC1=C(N=C(S1)C)C=C2OCOC)C(=O)OCC2=CC=CC=C2)(C)C benzyl (3R,4R)-3-fluoro-4-[3-[5-(methoxymethoxy)-2-methyl-1,3-benzothiazol-6-yl]pyrrolo[2,3-c]pyridazin-7-yl]-2,2-dimethyl-piperidine-1-carboxylate